C(C)(=O)C=1C(=NC(=CC1)N1C=NC2=C1C=C(C=C2)NC=2N=NC(=CC2)C)N2C[C@@H](CC2)C#N (3R)-1-[3-acetyl-6-[6-[(6-methylpyridazin-3-yl)amino]benzimidazol-1-yl]-2-pyridinyl]pyrrolidin-3-carbonitrile